1-(3-{[(7-methoxy-3-methyl-1H-indol-4-yl)methyl]amino}pyrido[2,3-b]pyrazin-6-yl)piperidin-4-ol COC=1C=CC(=C2C(=CNC12)C)CNC1=CN=C2C(=N1)N=C(C=C2)N2CCC(CC2)O